[Na+].[Na+].C(C)(=O)[O-].C(C)(=O)[O-] diacetic acid disodium salt